CS(=O)C1=NN2C(C(N1)=O)=NC(=C2C2=CC(=C(C(=C2)F)F)F)C2=NC=CC=C2 2-methanesulfinyl-6-(pyridin-2-yl)-7-(3,4,5-trifluorophenyl)-3H-imidazo[2,1-f][1,2,4]triazin-4-one